C(=C)C=1C=C(CO)C=C(C1)C=C 3,5-Divinylbenzylalcohol